oxochromene O=C1OC2=CC=CC=C2C=C1